FC1(CCN(CC1)C1=CC(=CC=2CCOC21)N)F 7-(4,4-difluoropiperidin-1-yl)-2,3-dihydrobenzofuran-5-amine